3-bromo-1-(2,6-dichlorophenyl)-4-[(2,4-difluorobenzyl)oxy]-6-methylpyridin-2(1H)-one BrC=1C(N(C(=CC1OCC1=C(C=C(C=C1)F)F)C)C1=C(C=CC=C1Cl)Cl)=O